C(CCCCCCCC)(=O)OCC(COCCCCCCCCC)O 2-hydroxy-3-(nonyloxy)propyl nonanoate